FC1([C@]2(C[C@@H]([C@H]([C@@](C1)(N2)C)OC)C(=C)C2=CC=C(N=N2)C2=C(C=C(C=C2)N2C=NC=C2)O)C)F 2-(6-(1-((1R,2R,3R,5R)-6,6-difluoro-2-methoxy-1,5-dimethyl-8-azabicyclo[3.2.1]octan-3-yl)vinyl)pyridazin-3-yl)-5-(1H-imidazol-1-yl)phenol